1,3-dioxo-isoindoline-5-carboxamide O=C1NC(C2=CC(=CC=C12)C(=O)N)=O